C1(CCCC1)CCC(=O)N1[C@@H](CCC1)C(=O)N[C@H](C(=O)NC1=CC=C(C=C1)OC)C1=CC=C(C=C1)OC (S)-1-(3-cyclopentylpropanoyl)-N-((S)-1-(4-methoxyphenyl)-2-((4-methoxyphenyl)amino)-2-oxoethyl)pyrrolidine-2-carboxamide